(R/S)-N-(3-(difluoromethyl)-5-(1-((6-methoxy-2,8,8-trimethyl-8,9-dihydrofuro[2,3-h]quinazolin-4-yl)amino)ethyl)phenyl)acetamide FC(C=1C=C(C=C(C1)[C@@H](C)NC1=NC(=NC2=C3C(=C(C=C12)OC)OC(C3)(C)C)C)NC(C)=O)F |r|